C(#N)CC(=O)N[C@H](C(=O)N1[C@@H](C[C@H](C1)O)C(=O)NCC1=C(C=C(C=C1)C1=C(N=CS1)C)OC1CCNCC1)C(C)(C)C (2S,4r)-1-((S)-2-(2-cyanoacetamido)-3,3-dimethylbutyryl)-4-hydroxy-N-(4-(4-methylthiazol-5-yl)-2-(piperidin-4-yloxy)benzyl)pyrrolidine-2-carboxamide